COC(=O)C=1C(N(C2=CC(=CC=C2C1N)C(F)(F)F)C1=CC=C(C=C1)C(C)=O)=O 4-Amino-1-(4-acetylphenyl)-2-oxo-7-(trifluoromethyl)-1,2-dihydroquinoline-3-carboxylic acid methyl ester